C1(C(=CC(C2=CC=CC=C12)=O)S(=O)(=O)[O-])=O.[N+3].C1(C(=CC(C2=CC=CC=C12)=O)S(=O)(=O)[O-])=O.C1(C(=CC(C2=CC=CC=C12)=O)S(=O)(=O)[O-])=O nitrogen naphthoquinonesulfonate